S1CCN(CC1)C1=CC=C(S1)\C=C/1\C(=NOC1=O)C(F)(F)F (Z)-4-((5-thiomorpholinothiophen-2-yl)methylene)-3-(trifluoromethyl)isoxazol-5(4H)-one